3-(3-((2-((2-(1,1-dioxidothiomorpholino)-5-methylthiazol-4-yl)amino)-5-(trifluoromethyl)pyrimidin-4-yl)amino)propyl)-1,3-oxazinan-2-one O=S1(CCN(CC1)C=1SC(=C(N1)NC1=NC=C(C(=N1)NCCCN1C(OCCC1)=O)C(F)(F)F)C)=O